N,N-Dibenzylhydroxylamin C(C1=CC=CC=C1)N(O)CC1=CC=CC=C1